2-((4-(2,7-Diazaspiro[3.5]nonan-2-yl)pyrimidin-5-yl)oxy)-5-fluoro-N,N-diisopropyl-benzamide, hydrochloride Cl.C1N(CC12CCNCC2)C2=NC=NC=C2OC2=C(C(=O)N(C(C)C)C(C)C)C=C(C=C2)F